(3-(2-chloro-4-(trifluoromethyl)phenyl)-2-oxo-2,3-dihydrobenzothiazol-6-yloxy)-N-(2-fluorophenyl)-N-methylpropanamide ClC1=C(C=CC(=C1)C(F)(F)F)N1C(SC2=C1C=CC(=C2)OC(C(=O)N(C)C2=C(C=CC=C2)F)C)=O